N-[4-(2-aminoethylamino)-4-oxo-butyl]-4-[[(3R,4R)-1-(2-cyanoacetyl)-4-methyl-3-piperidinyl]-methyl-amino]pyrrolo[2,3-d]pyrimidine-7-carboxamide NCCNC(CCCNC(=O)N1C=CC2=C1N=CN=C2N(C)[C@H]2CN(CC[C@H]2C)C(CC#N)=O)=O